SCC(C(=O)OCC(COC(C(CS)C)=O)(COC(C(CS)C)=O)COC(C(CS)C)=O)C pentaerythritol tetrakis(3-mercapto isobutyrate)